6-(6-(4-(difluoromethoxy)pyridin-3-yl)-4-methyl-1H-pyrazolo[4,3-c]pyridin-1-yl)-N-isopropyl-4-((2R,3S)-2-methyl-3-((methylsulfonyl)methyl)azetidin-1-yl)pyridin-2-amine FC(OC1=C(C=NC=C1)C1=CC2=C(C(=N1)C)C=NN2C2=CC(=CC(=N2)NC(C)C)N2[C@@H]([C@H](C2)CS(=O)(=O)C)C)F